C(C)(C)(C)OC(=O)N1CCN(CC1)C1=CC=C2C(=N1)C(=CN2)[N+](=O)[O-].ClC2=C(C=C(OCC(=O)NC13CC(C1)(C3)NC(=O)C=3C=NC=CC3)C=C2)F N-{3-[2-(4-chloro-3-fluorophenoxy)acetamido]bicyclo[1.1.1]pent-1-yl}pyridine-3-carboxamide tert-butyl-4-(3-nitro-1H-pyrrolo[3,2-b]pyridin-5-yl)piperazine-1-carboxylate